8-amino-N-(4-{[(1-benzylpiperidin-4-yl)oxy]methyl}-1,3-thiazol-2-yl)-4,4-dimethyl-4,5-dihydro-1H-pyrazolo[4,3-H]quinazoline-3-carboxamide NC1=NC=2C3=C(C(CC2C=N1)(C)C)C(=NN3)C(=O)NC=3SC=C(N3)COC3CCN(CC3)CC3=CC=CC=C3